C(O)CN.S(=O)(=O)(OCCCCCCCCCCCC)O Lauryl sulfate monoethanolamine salt